NC1=C(C=C(C=N1)C=1C=C2N(N1)CC[C@]21CN(CC1)C(=O)NC(C)(C)C1=C(C=CC=C1)Cl)OC(F)(F)F |r| (rac)-2'-[6-amino-5-(trifluoromethoxy)pyridin-3-yl]-N-[2-(2-chlorophenyl)propan-2-yl]-5',6'-dihydrospiro[pyrrolidine-3,4'-pyrrolo[1,2-b]pyrazole]-1-carboxamide